COP(OC)(=O)\C=C\[C@H]1O[C@H]([C@@H]([C@@H]1O[Si](C)(C)C(C)(C)C)CF)N1C(N(C(C=C1)=O)C(C1=CC=CC=C1)=O)=O ((E)-2-((2R,3S,4R,5R)-5-(3-benzoyl-2,4-dioxo-3,4-dihydropyrimidin-1(2H)-yl)-3-((tert-butyldimethylsilyl)oxy)-4-(fluoromethyl)tetrahydrofuran-2-yl)vinyl)phosphonic acid dimethyl ester